1-(4-((3R,4R)-3-cyclopentyl-7-hydroxyisochroman-4-yl)phenyl)piperidine-4-carbaldehyde C1(CCCC1)[C@H]1OCC2=CC(=CC=C2[C@H]1C1=CC=C(C=C1)N1CCC(CC1)C=O)O